C(#N)C1=C2C(=NC=C1OC1=CC(=NC=C1)NC(=O)N1CC(C1)OC)N=C(N2C)NC=2C=C1N(N2)CCC12CCC2 N-(4-((7-cyano-2-((5',6'-dihydrospiro[cyclobutane-1,4'-pyrrolo[1,2-b]pyrazol]-2'-yl)amino)-1-methyl-1H-imidazo[4,5-b]pyridin-6-yl)oxy)pyridin-2-yl)-3-methoxyazetidine-1-carboxamide